N-(3-((7H-pyrrolo[2,3-d]pyrimidin-4-yl)amino)-4-(3-cyanopiperazin-1-yl)phenyl)ethanesulfonamide N1=CN=C(C2=C1NC=C2)NC=2C=C(C=CC2N2CC(NCC2)C#N)NS(=O)(=O)CC